N-(1-propyl-2,6-dioxo-1,2,3,6-tetrahydropyrimidin-4-yl)benzenesulfonamide C(CC)N1C(NC(=CC1=O)NS(=O)(=O)C1=CC=CC=C1)=O